P(=O)(OC1=C(C=C(C=C1Br)Br)Br)(OC1=C(C=C(C=C1Br)Br)Br)OC1=C(C=C(C=C1Br)Br)Br tris(2,4,6-tribromophenyl) phosphate